C(C(=C)C)(=O)NCC(CS(=O)(=O)O)O 3-Methacrylamido-2-hydroxy-propanesulphonic acid